(S)-N-(4-(3-(2-aminopyridin-4-yl)phenyl)thiazol-2-yl)-1-(5-methyl-1-(methylsulfonyl)-1H-pyrrole-3-carbonyl)pyrrolidine-2-carboxamide NC1=NC=CC(=C1)C=1C=C(C=CC1)C=1N=C(SC1)NC(=O)[C@H]1N(CCC1)C(=O)C1=CN(C(=C1)C)S(=O)(=O)C